ClC1=CC=C(C=C1)N1C(=NN=C1C1CC1)[C@@H]1CC[C@H](CC1)OC1=NC=CC=C1 trans-2-[4-[4-(4-chlorophenyl)-5-cyclopropyl-1,2,4-triazol-3-yl]cyclohexyl]oxy-pyridine